L-3-aminopropanol NCCCO